O-methylthiomethyl-5'-O-tert-butyldimethylsilyl-thymidine CSCO[C@H]1C[C@@H](O[C@@H]1CO[Si](C)(C)C(C)(C)C)N1C(=O)NC(=O)C(C)=C1